N-[2-(2,6-dioxopiperidin-3-yl)-1-oxo-3H-isoindol-5-yl]-3-methyl-1H-pyrrolo[2,3-b]pyridine-5-carboxamide O=C1NC(CCC1N1C(C2=CC=C(C=C2C1)NC(=O)C=1C=C2C(=NC1)NC=C2C)=O)=O